1-(6-(1-isopropyl-4-(trifluoromethyl)-1H-imidazol-2-yl)pyridin-3-yl)-N-methylmethanamine C(C)(C)N1C(=NC(=C1)C(F)(F)F)C1=CC=C(C=N1)CNC